BrC=1C=C(C(=NC1)N1CC(C1)N(C)CC)[N+](=O)[O-] 1-(5-Bromo-3-nitropyridin-2-yl)-N-ethyl-N-methylazetidin-3-amine